ClC1=C(N=C2C(=N1)N(N=C2I)C2OCC2)COC(C)=O acetic acid [6-chloro-3-iodo-1-(oxetan-2-yl)-1H-pyrazolo[3,4-b]Pyrazin-5-yl]Methyl ester